ClC1=CC(=C(C=C1)C1=NC(=NC2=C1N=C(N(C2=O)C)C)C2=CN(OC=C2)C=2C=NC(=NC2)C)F 8-(4-chloro-2-fluorophenyl)-2,3-dimethyl-6-[(2s,4r)-2-(2-methylpyrimidin-5-yl)oxazin-4-yl]-3h,4h-pyrimido[5,4-d][1,3]diazin-4-one